1-(5-[(5-chlorothiophen-2-yl)methyl]amino-3-[1-(1H-1,2,3,4-tetrazol-5-ylmethyl)piperidin-4-yl]-1H-pyrazol-1-yl)-2,2-dimethylpropan-1-one ClC1=CC=C(S1)CNC1=CC(=NN1C(C(C)(C)C)=O)C1CCN(CC1)CC1=NN=NN1